The molecule is a triol comprising heptane substituted with hydroxy groups at C-1, -2 and -3. It derives from a hydride of a heptane. CCCCC(C(CO)O)O